OC1(C(=CC(O1)=O)C=1N(C2=C(C=CC=C2C1)OC)OC)CCCCC 5-hydroxy-N-methoxy-4-(7-methoxy-1H-indol-2-yl)-2-oxo-5-pentyl-2,5-dihydrofuran